The molecule is a glycosylmannose consisting of alpha-D-mannopyranose having an alpha-abequopyranosyl residue attached at the 3-position. It has a role as an epitope. C[C@@H]1[C@@H](C[C@H]([C@H](O1)O[C@H]2[C@@H]([C@H](O[C@@H]([C@H]2O)O)CO)O)O)O